NC=1C(NC2=C3C(=C(C=C2C1C1=C2C=NNC2=C(C=C1)F)C)C(=CC=C3)Cl)=O 3-amino-7-chloro-4-(7-fluoro-1H-indazol-4-yl)-6-methyl-1H-benzo[h]quinolin-2-one